2-((1-(1-(tert-Butyloxycarbonyl)piperidin-3-yl)-5-isobutyl-1H-pyrazol-3-yl)amino)-5-(thiophen-2-yl)nicotinic acid C(C)(C)(C)OC(=O)N1CC(CCC1)N1N=C(C=C1CC(C)C)NC1=C(C(=O)O)C=C(C=N1)C=1SC=CC1